Cl.CNC1CCC2=C(C(=CS2)C)C1 N,3-dimethyl-4,5,6,7-tetrahydrobenzothiophen-5-amine hydrochloride